C(C)(=O)N1N=CC=2C(=CC(=CC12)Br)C=O 1-Acetyl-6-bromoindazole-4-carbaldehyde